ClC1=C(C=C(C(=N1)C(=O)OC)F)C(F)(F)F methyl 6-chloro-3-fluoro-5-(trifluoromethyl)picolinate